octenyl-phenethyl-phosphinic acid C(=CCCCCCC)P(O)(=O)CCC1=CC=CC=C1